2-(6-(((1R,3r,5S)-8-azabicyclo[3.2.1]oct-6-en-3-yl)oxy)pyridazin-3-yl)-5-(1H-imidazol-1-yl)phenol [C@@H]12CC(C[C@@H](C=C1)N2)OC2=CC=C(N=N2)C2=C(C=C(C=C2)N2C=NC=C2)O